1-((cis)-bicyclo[3.1.0]hexan-3-yl)-4-((5-(4-fluorophenyl)-1,3,4-thiadiazol-2-yl)methyl)piperazine-2,3-dione C12CC(CC2C1)N1C(C(N(CC1)CC=1SC(=NN1)C1=CC=C(C=C1)F)=O)=O